[N+](=O)([O-])C1=CC=C(C=N1)N1CC(C1)C1CCN(CC1)C(=O)OC(C)(C)C tert-butyl 4-(1-(6-nitropyridin-3-yl)azetidin-3-yl)piperidine-1-carboxylate